[N-]=[N+]=[N-].CCCC butane azide